(R)-tert-Butyl 1-(7-iodo-3-oxo-4-(m-tolylamino)-2,3-dihydro-1H-pyrrolo[3,4-c]pyridin-6-ylamino)-3-methoxypropan-2-ylcarbamate IC=1C2=C(C(=NC1NC[C@H](COC)NC(OC(C)(C)C)=O)NC=1C=C(C=CC1)C)C(NC2)=O